ClC1=C(OCC#N)C=CC(=C1F)C1=CN=C2N1C=CN=C2Cl 2-[2-chloro-4-(8-chloroimidazo[1,2-a]pyrazin-3-yl)-3-fluoro-phenoxy]acetonitrile